BrC=1C=C2CCC(C(C2=CC1)=O)C(=O)OC methyl 6-bromo-1-oxo-1,2,3,4-tetrahydronaphthalene-2-carboxylate